3,5-Dimethyl-2-(4-{5-[(7S)-7-methyl-7-[(2R)-2-methylpyrrolidin-1-yl]-6,7,8,9-tetrahydro-5H-benzo[7]annulen-2-yl]-1H-pyrrolo[2,3-b]pyridin-3-yl}phenyl)pyrazine CC=1C(=NC=C(N1)C)C1=CC=C(C=C1)C1=CNC2=NC=C(C=C21)C=2C=CC1=C(CC[C@](CC1)(N1[C@@H](CCC1)C)C)C2